(fluoro(2-(((3S,6S,10aS)-3-(((R)-1-(1-methyl-1H-pyrazol-5-yl)pyrrolidin-3-yl)carbamoyl)-5-oxodecahydropyrrolo[1,2-a]azocin-6-yl)carbamoyl)benzo[b]thiophen-5-yl)methyl)phosphonic acid FC(C1=CC2=C(SC(=C2)C(N[C@H]2CCCC[C@@H]3N(C2=O)[C@@H](CC3)C(N[C@H]3CN(CC3)C3=CC=NN3C)=O)=O)C=C1)P(O)(O)=O